[Ru].ClC1=C(CCCCC=C1)C1(C(=C(C(=C1C)C)C)C)C chloro(pentamethylcyclopentadienyl)(cyclooctadiene) ruthenium